NC1=CC=C(C(=C1C#N)N1CCC(CC1)C1=NN=CN1C)C=1C=NC(=CC1)F 6-amino-3-(6-fluoropyridin-3-yl)-2-(4-(4-methyl-4H-1,2,4-triazol-3-yl)piperidin-1-yl)benzonitrile